N-[(2S)-1-piperazin-1-ylpropan-2-yl]-7-(trifluoromethyl)thieno[3,2-d]pyrimidin-4-amine N1(CCNCC1)C[C@H](C)NC=1C2=C(N=CN1)C(=CS2)C(F)(F)F